N,N-dimethyl-4-toluidine CC1=CC=C(C=C1)N(C)C